3-(4-hydroxyphenyl)-2H-benzopyran-7-ol OC1=CC=C(C=C1)C=1COC2=C(C1)C=CC(=C2)O